ClC1=C(C=C(C=C1)NC(=O)NC1=CC(=C(C=C1)F)C(=O)C=1C=C2N=C(C=NC2=CC1)N1CCOCC1)C(F)(F)F 1-(4-chloro-3-(trifluoromethyl)phenyl)-3-(4-fluoro-3-(3-morpholinylquinoxaline-6-carbonyl)phenyl)urea